Potassium (5R,6S)-6-((R)-1-hydroxyethyl)-3-((3-methoxy-3-oxopropyl)thio)-7-oxo-4-thia-1-azabicyclo[3.2.0]hept-2-ene-2-carboxylate O[C@H](C)[C@@H]1[C@H]2SC(=C(N2C1=O)C(=O)[O-])SCCC(=O)OC.[K+]